6-acetamido-N-((1S,2S)-2-(hydroxymethyl)cyclopentyl)-3-(2H-1,2,3-triazol-2-yl)picolinamide C(C)(=O)NC1=CC=C(C(=N1)C(=O)N[C@@H]1[C@H](CCC1)CO)N1N=CC=N1